BrC1=CC(=CC=C1)OC1CC1 1-bromo-3-(cyclopropoxy)benzene